(Naphtho[2,1-b]furan-1-ylmethyl)diphenyl-phosphine oxide C=1(C2=C(OC1)C=CC1=CC=CC=C12)CP(C1=CC=CC=C1)(C1=CC=CC=C1)=O